C(C)N(C(=O)C1=C(C=CC(=C1)F)C=1C=2N(C=C(C1)C1(CN(C1)CC1CCC(CC1)NC(OC(C)(C)C)=O)F)C=NC2)C(C)C Tert-butyl N-[(1r,4r)-4-{[3-(8-{2-[ethyl(isopropyl)carbamoyl]-4-fluorophenyl}imidazo[1,5-a]pyridin-6-yl)-3-fluoroazetidin-1-yl]methyl}cyclohexyl]carbamate